(R)-1-((8-((2-Chloro-3'-((3-(((R)-3-hydroxypyrrolidin-1-yl)methyl)-1,7-naphthyridin-8-yl)amino)-2'-methyl-[1,1'-biphenyl]-3-yl)amino)-1,7-naphthyridin-3-yl)methyl)pyrrolidin ClC1=C(C=CC=C1NC=1N=CC=C2C=C(C=NC12)CN1CCCC1)C1=C(C(=CC=C1)NC=1N=CC=C2C=C(C=NC12)CN1C[C@@H](CC1)O)C